CN(C)C(N(C)C)=[N+]1N=NC2=NC=CC=C21 (Bis(dimethylamino)methylene)-1H-1,2,3-triazolo[4,5-b]pyridinium